Cl.Cl.Cl.NC1=NC=CC(=C1F)C1=NC(=C(C=C1)O)C1=NC(=NC(=C1C)C1CCN(CC1)C(C)C)N 2'-amino-6-(2-amino-6-(1-isopropylpiperidin-4-yl)-5-methylpyrimidin-4-yl)-3'-fluoro-[2,4'-bipyridin]-5-ol tri-hydrochloride